(1-methylbenzimidazol-2-yl)-5-(2-nitrophenyl)sulfonyl-4,6,7,8-tetrahydropyrazolo[1,5-a][1,4]diazepine CN1C(=NC2=C1C=CC=C2)C2=NN1C(CN(CCC1)S(=O)(=O)C1=C(C=CC=C1)[N+](=O)[O-])=C2